spiro[5,6-dihydrothieno[2,3-c]pyridine-4,1'-cyclopropane]-7-one C12(CC1)C1=C(C(NC2)=O)SC=C1